4-(4-Bromo-2-methyl-phenyl)sulfonyl-3,5-dimethyl-1,3-dihydroquinoxalin-2-one BrC1=CC(=C(C=C1)S(=O)(=O)N1C(C(NC2=CC=CC(=C12)C)=O)C)C